4,5-Dimethyl 1-[2-(3-[bis[(4-methoxyphenyl)methyl]amino]-2,6-difluorophenyl)-2-oxoethyl]imidazole-4,5-dicarboxylate COC1=CC=C(C=C1)CN(C=1C(=C(C(=CC1)F)C(CN1C=NC(=C1C(=O)OC)C(=O)OC)=O)F)CC1=CC=C(C=C1)OC